COC1=CC2=C(C=3N=CN=C(C3S2)OCCCCC(=O)OC)C=C1OC Methyl 5-((7,8-dimethoxybenzo[4,5]thieno[3,2-d]pyrimidin-4-yl)oxy)pentanoate